ClC1=CC=2N(C3=CC=CC=C3C2C=C1)C1=C(C=CC(=C1)C)C1=CC=CC=C1 2-Chloro-9-(4-methyl-[1,1'-biphenyl]-2-yl)-9H-carbazole